The molecule is a wax ester obtained by the formal condensation of palmityl alcohol with stearic acid. It is a wax ester and an octadecanoate ester. It derives from a hexadecan-1-ol. CCCCCCCCCCCCCCCCCC(=O)OCCCCCCCCCCCCCCCC